COC1=CC=C2C(C(=C(NC2=C1)C)C1=CC=C(C=C1)C1=CC=C(C=C1)OC(F)(F)F)=O 7-Methoxy-2-methyl-3-(4'-(trifluoromethoxy)-[1,1'-biphenyl]-4-yl)quinolin-4(1H)-one